C(C)(C)OC(=O)NC=1C=NC=CC1 3-(isopropoxycarbonylamino)pyridine